Bis(methylcyclopentadienyl)methoxymethyl-zirconium CC1(C=CC=C1)C(OC[Zr])C1(C=CC=C1)C